3-amino(propyl)-methyl-diethoxysilane NCCC[Si](OCC)(OCC)C